BrC=1C=C(C=C(C1O)Br)C(C)(C)C1=CC(=C(C(=C1)Br)O)Br 2,2-Bis-(3,5-dibromo-4-hydroxyphenyl)-propane